O.[Ca].O water calcium hydrate